5-(7-(difluoromethyl)-1-(7-isopropyl-1,3-dimethyl-2-oxo-2,3-dihydro-1H-benzo[d]imidazol-5-yl)-1,2,3,4-tetrahydroquinolin-6-yl)picolinic acid FC(C1=C(C=C2CCCN(C2=C1)C1=CC2=C(N(C(N2C)=O)C)C(=C1)C(C)C)C=1C=CC(=NC1)C(=O)O)F